N1(CCNCC1)CC1=CC=C2C(=N1)SC(=C2)C(=O)O 6-(piperazin-1-ylmethyl)thieno[2,3-b]pyridine-2-carboxylic acid